3-amino-N-[(3R)-7-[(7S)-7-amino-2-oxa-5-azaspiro[3.4]octan-5-yl]-3,4-dihydro-2H-1-benzopyran-3-yl]-6-methylthieno[2,3-b]pyridine-2-carboxamide NC1=C(SC2=NC(=CC=C21)C)C(=O)N[C@H]2COC1=C(C2)C=CC(=C1)N1C2(COC2)C[C@@H](C1)N